4-Amino-2-chloro-3-fluorophenol NC1=C(C(=C(C=C1)O)Cl)F